2-chloro-3-(4-phenylnaphthalen-1-yl)benzofuro[2,3-B]Pyrazine ClC=1N=C2C(=NC1C1=CC=C(C3=CC=CC=C13)C1=CC=CC=C1)OC1=C2C=CC=C1